S-benzyl N,N-diethyldithiocarbamate C(C)N(C(SCC1=CC=CC=C1)=S)CC